C(C)(C)(C)NS(=O)(=O)C1=CC=C(C=C1)NC(=O)C1(C(C1)C1=CC=CC=C1)NC(OC(C)(C)C)=O tert-butyl 1-(4-(N-tert-butylsulfamoyl)phenylcarbamoyl)-2-phenylcyclopropylcarbamate